2-(((2-propenylaminophenyl)sulfonyl)carbamoyl)isonicotinic acid C(=CC)NC1=C(C=CC=C1)S(=O)(=O)NC(=O)C=1C=C(C(=O)O)C=CN1